C(C1=CC=CC=C1)N1CC(C1)NC(=O)N1CC(C2=NC=CC=C21)(C)C N-(1-benzylazetidin-3-yl)-3,3-dimethyl-2,3-dihydro-1H-pyrrolo[3,2-b]pyridine-1-carboxamide